N-((2R,3S)-3-amino-2-hydroxy-4-phenylbutyl)-N-isobutyl-4-trifluoromethylbenzenesulfonamide N[C@H]([C@@H](CN(S(=O)(=O)C1=CC=C(C=C1)C(F)(F)F)CC(C)C)O)CC1=CC=CC=C1